Zinc di-(diacetyl lysinate) C(C)(=O)N([C@@H](CCCCN)C(=O)[O-])C(C)=O.C(C)(=O)N([C@@H](CCCCN)C(=O)[O-])C(C)=O.[Zn+2]